(4-amino-7-(1H-pyrazol-5-yl)pyrrolo[1,2-a]quinoxalin-2-yl)(3,3-difluoroazetidin-1-yl)methanone methyl-4-chlorocarbonyl-2-fluoro-benzoate COC(C1=C(C=C(C=C1)C(=O)Cl)F)=O.NC=1C=2N(C3=CC=C(C=C3N1)C1=CC=NN1)C=C(C2)C(=O)N2CC(C2)(F)F